1,6-dimethyl-4-[4-(3-methyl-5-piperazin-1-yl-2-pyridyl)-1-piperidyl]pyrazolo[3,4-b]pyridine CN1N=CC=2C1=NC(=CC2N2CCC(CC2)C2=NC=C(C=C2C)N2CCNCC2)C